cyclopentyl-ethanone C1(CCCC1)C(C)=O